FC(OC1=CC=C(C=C1)C=1C2=C(N=C(N1)CNC(C(=C([2H])[2H])[2H])=O)SC=N2)(F)F N-((7-(4-(Trifluoromethoxy)phenyl)thiazolo[5,4-d]pyrimidin-5-yl)methyl)acrylamide-2,3,3-d3